NC/C(/CN1N=CN(C1=O)CC1=CC=C(S1)C=1C=C(C(=O)N(C)C)C=CC1)=C\F 3-[5-({1-[(2E)-2-(aminomethyl)-3-fluoroprop-2-en-1-yl]-5-oxo-1,5-dihydro-4H-1,2,4-triazol-4-yl}methyl)thiophen-2-yl]-N,N-dimethylbenzamide